CN(C/C=C/C(=O)N(C)[C@H](C(=O)NCCC=1C=C(C=CC1)NC=1C(=NC(=C(N1)NC(C)C)CC)C(=O)N)C)C (S,E)-3-((3-(2-(2-(4-(dimethylamino)-N-methylbut-2-enamido)propanamido)ethyl)phenyl)amino)-6-ethyl-5-(isopropylamino)pyrazine-2-carboxamide